(cis)-benzyl 3,3-difluoro-5-hydroxyhexahydrocyclopenta[b]pyrrole-1(2H)-carboxylate FC1(C2C(N(C1)C(=O)OCC1=CC=CC=C1)CC(C2)O)F